6-(4-CHLORO-3,5-DIMETHYL-1H-PYRAZOL-1-YL)-N-(1-METHYL-1H-INDAZOL-7-YL)PYRIDINE-3-SULFONAMIDE ClC=1C(=NN(C1C)C1=CC=C(C=N1)S(=O)(=O)NC=1C=CC=C2C=NN(C12)C)C